ClC1=C(\C=N\N(C(N)=S)C)C(=CC=C1)Cl (E)-2-(2,6-dichlorobenzylidene)-1-methylhydrazine-1-carbothioamide